6-Methylisoquinolin-4-amine CC=1C=C2C(=CN=CC2=CC1)N